NCCNCCC[Si](OCC)(OCC)CC N-(2-aminoethyl)-3-aminopropylethyldiethoxysilane